3-Bromo-5-(3,4-dimethoxyphenyl)isonicotinic acid BrC1=C(C(=O)O)C(=CN=C1)C1=CC(=C(C=C1)OC)OC